C[C@@H](CC)NC(OC1COC(C1)C=1C=NC(=NC1)N)=O 5-(2-aminopyrimidin-5-yl)oxolan-3-yl N-[(2S)-butan-2-yl]carbamate